4-(7-((5-methoxy-7-methyl-1H-indol-4-yl)methyl)-2-(trifluoromethyl)-7-azaspiro[3.5]nonan-6-yl)benzoic acid COC=1C(=C2C=CNC2=C(C1)C)CN1C(CC2(CC(C2)C(F)(F)F)CC1)C1=CC=C(C(=O)O)C=C1